3,4-diethyl-1-hydroxyl-pyrrolidine C(C)C1CN(CC1CC)O